C[C@H]1N(CCN(C1)C)[C@](C(=O)N)(C)C=1C=CC=C2C(=CNC12)C1=NC(=NC=C1F)NC=1C(=NN(C1)C)OCC (2R)-2-[(2R)-2,4-dimethylpiperazin-1-yl]-(3-{2-[(3-ethoxy-1-methyl-1H-pyrazol-4-yl)amino]-5-fluoropyrimidin-4-yl}-1H-indol-7-yl)propanamide